6-bromo-3-methyl-4-(methylsulfonyl)isoindolin-1-one methyl-2-bromo-4-[4-(trifluoromethyl)-1H-imidazol-2-yl]benzoate COC(C1=C(C=C(C=C1)C=1NC=C(N1)C(F)(F)F)Br)=O.BrC1=CC(=C2C(NC(C2=C1)=O)C)S(=O)(=O)C